3-(4-methylphenyl)-3-oxopropanoic acid ethyl ester C(C)OC(CC(=O)C1=CC=C(C=C1)C)=O